ClC=1C=C(CN2CCC(CC2)COC2=CC(=CC=C2)C2=CN=C(N2)C)C=C(C1)Cl 3,5-dichlorobenzyl-4-((3-(2-methyl-1H-imidazol-5-yl)phenoxy)methyl)piperidine